CC(CCCNC(=O)C=1C(N(C2=CC(=CC=C2C1C)C(F)(F)F)C)=O)(C)C N-(4,4-Dimethyl-pentyl)-1,4-dimethyl-2-oxo-7-(trifluoromethyl)-1H-quinoline-3-carboxylic acid amide